methyl-1-(2-(difluoromethoxy)-4-(trifluoromethyl)phenyl)imidazo[1,5-d][1,2,4]triazin-4-ol CC1=NC=C2N1C(=NN=C2C2=C(C=C(C=C2)C(F)(F)F)OC(F)F)O